4-(2-((R)-1-((5-chlorothiazol-2-yl)methyl)-3-((R or S)-2-(trifluoromethyl)oxetan-2-yl)pyrrolidin-3-yl)ethyl)benzonitrile ClC1=CN=C(S1)CN1C[C@@](CC1)([C@@]1(OCC1)C(F)(F)F)CCC1=CC=C(C#N)C=C1 |o1:12|